FC1=C(C(=CC=C1)F)C(C(C)=O)(C)C 3-(2,6-difluoro-phenyl)-3-methylbutan-2-one